Cl.N[C@@H]1[C@H](CCC1)CNC(=O)C1=CN(CCS1)C1=C2N=CNC2=NC=N1 N-(((1R,2S)-2-aminocyclopentyl)methyl)-4-(9H-purin-6-yl)-3,4-dihydro-2H-1,4-thiazine-6-carboxamide hydrochloride